5-Methoxythiazole COC1=CN=CS1